C(CCCC)OC1=NC=CC2=CC(=CC=C12)N 1-(pentyloxy)isoquinolin-6-amine